oxazin nicotinate C(C1=CN=CC=C1)(=O)O.O1NC=CC=C1